3-chloro-1-[2-fluoro-11-(trifluoromethyl)-10,11-dihydro-5H-dibenzo[b,e][1,4]diazepin-5-yl]propan-1-one ClCCC(=O)N1C2=C(NC(C3=C1C=CC(=C3)F)C(F)(F)F)C=CC=C2